C(C)(C)(C)OC(=O)N1C2(CC(C1)C2)C(NC2=NC(=CC=C2)Br)=O Tert-butyl-1-((6-bromopyridin-2-yl) carbamoyl)-2-azabicyclo[2.1.1]hexane-2-carboxylate